N-(5-chlorothiazolo[5,4-d]pyrimidin-2-yl)acetamide ClC=1N=CC2=C(N1)SC(=N2)NC(C)=O